C1=NC=CC=2C(=CC=CC12)C(=O)N1C[C@H]2C([C@H]2C1)C(=O)NCCC1=CNC2=CC(=CC=C12)C (1R,5S,6R)-3-(isoquinoline-5-carbonyl)-N-[2-(6-methyl-1H-indol-3-yl)ethyl]-3-azabicyclo[3.1.0]hexane-6-carboxamide